[O-2].[Al+3].[Mg+2].[Si+4] silicon Magnesium aluminum oxide